C(CCC=CCCCCCCCCCCC)(=O)O 4-hexadecenoic acid